methyl ((6-chloro-3-((1-(3-(dimethylcarbamoyl)-4,7-dimethyl-5-oxo-4,5-dihydroimidazo[1,5-a]quinazolin-9-yl)ethyl)amino)pyridin-2-yl)methyl)carbamate ClC1=CC=C(C(=N1)CNC(OC)=O)NC(C)C=1C=C(C=C2C(N(C=3N(C12)C=NC3C(N(C)C)=O)C)=O)C